2-[3-(1,3-Benzothiazol-2-ylamino)-4-methyl-6,7-dihydro-5H-pyrido[2,3-c]pyridazin-8-yl]-5-[3-[2-fluoro-4-[3-(4-methylpiperazin-1-yl)but-1-ynyl]phenoxy]propyl]thiazol S1C(=NC2=C1C=CC=C2)NC2=C(C1=C(N=N2)N(CCC1)C=1SC(=CN1)CCCOC1=C(C=C(C=C1)C#CC(C)N1CCN(CC1)C)F)C